C[Si]([Si](OC(C)=O)(OC(C)=O)OC(C)=O)(OC(C)=O)C Dimethyl-tetraacetoxydisilane